6-(2-amino-3,3,3-trifluoro-2-(hydroxymethyl)propoxy)-N-(4-methyl-6-morpholinopyridin-2-yl)-2-(6-azaspiro[2.5]octan-6-yl)nicotinamide NC(COC1=NC(=C(C(=O)NC2=NC(=CC(=C2)C)N2CCOCC2)C=C1)N1CCC2(CC2)CC1)(C(F)(F)F)CO